Tert-Butyl 3-(2-(2-((4-(trifluoromethyl)phenyl)amino)benzoyl)hydrazinecarbonyl)pyrrolidine-1-carboxylate FC(C1=CC=C(C=C1)NC1=C(C(=O)NNC(=O)C2CN(CC2)C(=O)OC(C)(C)C)C=CC=C1)(F)F